1-(4-methoxynaphthalene-1-yl)-2-(benzo[d][1,3]dioxol-5-yl)ethane COC1=CC=C(C2=CC=CC=C12)CCC1=CC2=C(OCO2)C=C1